4-hydroxy-5-(5H-imidazo[5,1-a]isoindol-5-yl)azepane-1-sulfonamide OC1CCN(CCC1C1N2C(C3=CC=CC=C13)=CN=C2)S(=O)(=O)N